IC=1C=C(C(=O)NC(C)C2=NC=CN=C2C2=NC=CN=C2)C=C(C1)I 3,5-diiodo-N-[1-(3-pyrazin-2-ylpyrazin-2-yl)ethyl]benzamide